4-(3,3-difluoroazetidin-1-yl)-2-(3,6-dihydro-2H-pyran-4-yl)-5-(trifluoro-methyl)-1H-pyrrolo[2,3-b]pyridine FC1(CN(C1)C1=C2C(=NC=C1C(F)(F)F)NC(=C2)C=2CCOCC2)F